BrC=1C=C(C(=C(C1)C(=O)N1CCC(CC1)(F)F)N[C@H]1CN(CCC1)C(=O)C1=CN=CC2=CC=CC=C12)[N+](=O)[O-] (R)-(5-bromo-2-((1-(isoquinoline-4-carbonyl)piperidin-3-yl)amino)-3-nitrophenyl)(4,4-difluoropiperidin-1-yl)methanone